C1=NC=CC=2C(=CC=CC12)S(=O)(=O)Cl 5-Isoquinolinesulfonyl chloride